ClC=1C=C(C=CC1)NC1=NC=NC2=CC=C(C=C12)C=1C=NC=C(C(=O)O)C1 5-(4-((3-chlorophenyl)amino)quinazolin-6-yl)nicotinic acid